5-((2-(3,3-dimethyl-2,3-dihydro-1H-pyrrolo[3,2-b]pyridine-1-carbonyl)-2,8-diazaspiro[4.5]decan-8-yl)methyl)-2-fluorobenzonitrile CC1(CN(C=2C1=NC=CC2)C(=O)N2CC1(CC2)CCN(CC1)CC=1C=CC(=C(C#N)C1)F)C